tert-butyl (S)-5-oxotetrahydrofuran-2-carboxylate O=C1CC[C@H](O1)C(=O)OC(C)(C)C